1,2,3-tris(trimethoxysilylpropylthioethyl)benzene CO[Si](OC)(OC)CCCSCCC1=C(C(=CC=C1)CCSCCC[Si](OC)(OC)OC)CCSCCC[Si](OC)(OC)OC